dimethyl 4-methyl-4-cyclohexene-1,2-dicarboxylate CC=1CC(C(CC1)C(=O)OC)C(=O)OC